C(#N)C=1C=C2C(=NC=NC2=CC1F)N1CC(CCC1)NS(=O)(=O)C N-(1-(6-CYANO-7-FLUOROQUINAZOLIN-4-YL)PIPERIDIN-3-YL)METHANESULFONAMIDE